BrC=1C=C(C(=NC1)C=1C=NC(=C(C1)C)C1=C(C=CC=C1)OCCC)C=CC1=CC=CC=C1 5-bromo-6'-(2-propoxyphenyl)-5'-methyl-3-styryl-2,3'-bipyridine